ClC1=NC2=C3C(=CC=C2C(=N1)N1C[C@H]2CC[C@@H](C1)N2C(=O)OC(C)(C)C)NC=C3 tert-butyl (1R,5s)-3-(2-chloro-7H-pyrrolo[2,3-H]quinazolin-4-yl)-3,8-diazabicyclo[3.2.1]octane-8-carboxylate